(4R)-4-[(E)-2-butenyl]-4-methyl-L-threonine C(\C=C\C)[C@H]([C@H]([C@H](N)C(=O)O)O)C